2-(3-(aminomethyl)-1-(1-(cis-4-(tert-butyl)cyclohexyl) piperidin-4-yl)-1H-pyrrolo[2,3-b]pyridin-2-yl)ethyl sulfamate S(N)(OCCC1=C(C=2C(=NC=CC2)N1C1CCN(CC1)[C@@H]1CC[C@@H](CC1)C(C)(C)C)CN)(=O)=O